C(C)(C)(C)N1CCN(CC1)C=1C=C(C=CC1)C1=C(C(=NC(=C1)C)C1=CC(=C(C=C1)N1C(N(C=C1)C)=O)Cl)O 1-(4-(4-(3-(4-(tert-Butyl)piperazin-1-yl)phenyl)-3-hydroxy-6-methylpyridin-2-yl)-2-chlorophenyl)-3-methyl-1H-imidazol-2(3H)-one